FC1=CC=C(C=C1)[C@H]1[C@@H](CNCC1)COC1=CC=C(OCCOCCO)C=C1 2-(2-(4-(((3S,4R)-4-(4-fluorophenyl)piperidin-3-yl)methoxy)phenoxy)ethoxy)ethan-1-ol